5-({5-[(1S,3R)-3-hydroxycyclopentyl]-4-methyl-2-(2-methylprop-2-yl)pyrazol-3-yl}amino)-1,3-dihydro-2λ6-benzo[c]thiophene-2,2-dione O[C@H]1C[C@H](CC1)C=1C(=C(N(N1)C(C)(C)C)NC1=CC2=C(CS(C2)(=O)=O)C=C1)C